Tert-butyl ((S)-1,1-dicyclopropyl-3-oxo-3-((4-(((S)-2-oxo-4-(trifluoromethyl)-imidazolidin-1-yl)methyl)pyridin-2-yl)amino)propan-2-yl)carbamate C1(CC1)C([C@@H](C(NC1=NC=CC(=C1)CN1C(N[C@@H](C1)C(F)(F)F)=O)=O)NC(OC(C)(C)C)=O)C1CC1